C(C)N1CC[C@H](C12CCOCC2)C2=CC=1C(=NC=CC1NC=1C=CC3=C(N=CS3)C1)S2 (R)-N-(2-(1-ethyl-8-oxa-1-azaspiro[4.5]decan-4-yl)thieno[2,3-b]pyridin-4-yl)benzo[d]thiazol-5-amine